[Ag].[Sn].[Li] lithium-tin-silver